4-(8-amino-3-(4-(2-hydroxy-2-methylpropanamido)bicyclo[2.2.1]heptan-1-yl)imidazo[1,5-a]pyrazin-1-yl)-N-(4-(trifluoromethyl)pyridin-2-yl)benzamide NC=1C=2N(C=CN1)C(=NC2C2=CC=C(C(=O)NC1=NC=CC(=C1)C(F)(F)F)C=C2)C21CCC(CC2)(C1)NC(C(C)(C)O)=O